7-(3-(benzyloxy)cyclopentyl)-11-chloro-3-cyclopropyl-6,7-dihydroisoxazolo[4'',3'':6',7']cyclohepta[1',2':4,5]pyrrolo[2,3-d]pyrimidin-4(5H)-one C(C1=CC=CC=C1)OC1CC(CC1)N1C2=C(C3=C1N=CN=C3Cl)C=3C(C(CC2)=O)=C(ON3)C3CC3